CC1=CC(=C(C(=C1)C)N(C)C)C N,N,2,4,6-pentamethylaniline